hexa-2,4-diyne-1,6-diamine C(C#CC#CCN)N